C[Si](C)(C)C#CC1=CC=C(S1)CNCCOCCO 2-(2-((5-((trimethylsilyl)ethynyl)thiophen-2-yl)methylamino)ethoxy)ethanol